C1=NC2=C(N=C(N=C2N1[C@H]3[C@H]([C@@H]([C@H](O3)CO)O)F)Cl)N 2-Chloro-9-(2'-Deoxy-2'-fluoro-β-D-arabinofuranosyl)adenine